BrC1=CC=C(C=C1)N1N=CC=2C=NC(=C(C21)F)OC 1-(4-Bromophenyl)-7-fluoro-6-methoxy-1H-pyrazolo[4,3-c]pyridine